O=C1NC(CCC1N1C(C2=C(C=CC(=C2C1=O)F)SCC1=CC=C(C=C1)CN1CCCCC1)=O)=O 2-(2,6-dioxopiperidin-3-yl)-4-fluoro-7-((4-(piperidin-1-ylmethyl)benzyl)thio)isoindoline-1,3-dione